CC=1C(=C2C=NNC2=CC1)C1=CC=2N=CN=C(C2C=N1)N1CCNCC1 7-(5-methyl-1H-indazol-4-yl)-4-(piperazin-1-yl)pyrido[4,3-d]pyrimidine